1-(3-amino-6-fluoro-5-((((1r,3r)-3-(4-fluoro-3-(trifluoromethyl)phenoxy)cyclobutyl)amino)methyl)isoquinolin-8-yl)ethane-1,2-diol NC=1N=CC2=C(C=C(C(=C2C1)CNC1CC(C1)OC1=CC(=C(C=C1)F)C(F)(F)F)F)C(CO)O